(R,E)-1-(4-(1-(4-((1-(hydroxymethyl)cyclobutyl)amino)-5-oxido-6,7-dihydro-thieno[3,2-d]pyrimidin-2-yl)piperidin-4-yl)piperazin-1-yl)-4-(4-methoxyphenyl)but-2-ene-1,4-dione OCC1(CCC1)NC=1C2=C(N=C(N1)N1CCC(CC1)N1CCN(CC1)C(\C=C\C(=O)C1=CC=C(C=C1)OC)=O)CC[S@]2=O